[Si](C1=CC=CC=C1)(C1=CC=CC=C1)(C(C)(C)C)O[C@]1(CN(CCOC1)C1=NC(=NC(=N1)O[C@H](C)[C@H]1NCC[C@H]1F)C#N)C |&1:32| 4-[(6S)-6-[(tert-butyldiphenylsilyl)oxy]-6-methyl-1,4-oxazepan-4-yl]-6-[(1RS)-1-[(2R,3R)-3-fluoropyrrolidin-2-yl]ethoxy]-1,3,5-triazine-2-carbonitrile